NC1=NC=CC2=CC(=CC=C12)CNC(=O)C=1C(=NC=C(C1)Cl)NCC1CCN(CC1)CC=1C=NC=CC1 N-[(1-amino-6-isoquinolyl)methyl]-5-chloro-2-[[1-(3-pyridylmethyl)-4-piperidyl]methylamino]pyridine-3-carboxamide